O1C(=CC2=C1C=CC=C2)C(C)N 1-(1-benzofuran-2-yl)ethanamine